FC=1C(=C(C=CC1)NC1=C(NC2=C1C(NCC2)=O)C=2C1=C(N=CN2)SC=C1)OC 3-((3-fluoro-2-methoxyphenyl)amino)-2-(thieno[2,3-d]pyrimidin-4-yl)-1,5,6,7-tetrahydro-4H-pyrrolo[3,2-c]pyridin-4-one